FC1=C(CN(S(=O)(=O)C)C2=CC(=CC=C2)OC)C=CC(=C1)C(=O)NNC(C(F)(F)F)=O N-(2-fluoro-4-(2-(2,2,2-trifluoroacetyl)hydrazine-1-carbonyl)benzyl)-N-(3-methoxyphenyl)methanesulfonamide